(E)-2-(((4-((2-(aminomethyl)-3-fluoroallyl)oxy)phenyl)sulfonyl)methyl)isoindolin-1-one NC/C(/COC1=CC=C(C=C1)S(=O)(=O)CN1C(C2=CC=CC=C2C1)=O)=C\F